ClC1=CC(=C(C=C1F)C1=CC=C(N=N1)N(C1C[C@]2(CC[C@@](C1)(N2C(=O)OC(C)(C)C)C)C)C)OCOC tert-butyl (1R,5S)-3-[[6-[4-chloro-5-fluoro-2-(methoxymethoxy)phenyl]pyridazin-3-yl]-methyl-amino]-1,5-dimethyl-8-azabicyclo[3.2.1]octane-8-carboxylate